C(C)(C)(C)OC(=O)N1C2(CCC1CC2)C(=O)O 7-tert-butoxycarbonyl-7-azabicyclo[2.2.1]heptane-1-carboxylic acid